4-methoxyphenyl-7-(methylthio)-2,3,4,5-tetrahydro-1,2,5-benzothiadiazepine 1,1-dioxide COC1=CC=C(C=C1)N1S(C2=C(NCC1)C=C(C=C2)SC)(=O)=O